C1(CC1)N1C(=NN=C1)C1=CC=CC(=N1)N1C(CCC2=CC(=C(C=C12)C(=O)N)F)=O (6-(4-cyclopropyl-4H-1,2,4-triazol-3-yl)pyridin-2-yl)-6-fluoro-2-oxo-1,2,3,4-tetrahydroquinoline-7-carboxamide